4-(azetidin-3-ylmethoxy)-2-(2,6-dioxopiperidin-3-yl)isoindoline N1CC(C1)COC1=C2CN(CC2=CC=C1)C1C(NC(CC1)=O)=O